Isoamylether C(CC(C)C)OCCC(C)C